O=C1NC(CCC1N1C(C2=CC=C(C=C2C1=O)OCCOCCOCCOC=1C=CC(=NC1)OC1=CC=C(O[C@@H](C(=O)OCC)C)C=C1)=O)=O Ethyl (2R)-2-(4-((5-(2-(2-(2-((2-(2,6-dioxopiperidin-3-yl)-1,3-dioxoisoindolin-5-yl)oxy)ethoxy)ethoxy)ethoxy)-pyridin-2-yl)oxy)phenoxy)propanoate